(+)-N-(5-(1-amino-3-cyclopropyl-1-(pyridin-4-yl)propyl)-2-fluorophenyl)-1-(1-aminoisoquinolin-7-yl)-3-(trifluoromethyl)-1H-pyrazole-5-carboxamide C1CC1CCC(C2=CC=NC=C2)(C3=CC(=C(C=C3)F)NC(=O)C4=CC(=NN4C5=CC6=C(C=C5)C=CN=C6N)C(F)(F)F)N